bicyclo[2.2.1]heptane-2-carboxylic acid C12C(CC(CC1)C2)C(=O)O